iron tetraselenide [Fe](=[Se])(=[Se])(=[Se])=[Se]